2-methyl-1,4-naphthalenediol diacetate C(C)(=O)OC1=C(C=C(C2=CC=CC=C12)OC(C)=O)C